4-(Diethylphosphoryl)pyridin-3-amine C(C)P(=O)(CC)C1=C(C=NC=C1)N